5-(6-((2-amino-2-methylpropyl)carbamoyl)pyrazin-2-yl)-N,N-dimethyl-4H-thieno[3,2-b]pyrrole-2-carboxamide NC(CNC(=O)C1=CN=CC(=N1)C1=CC2=C(N1)C=C(S2)C(=O)N(C)C)(C)C